4-oxopent-2-enedioate O=C(C=CC(=O)[O-])C(=O)[O-]